C(C)(=O)N(C1=C(C=C(C=C1)C1=CC=C(C=N1)C(=O)NCC=1C(=NC=CC1)C)C)CCC 6-[4-[acetyl(propyl)amino]-3-methyl-phenyl]-N-[(2-methyl-3-pyridyl)methyl]pyridine-3-carboxamide